COC(=O)C=1N(N=NC1C1=NC=C(C=N1)C(F)(F)F)C[Si](C)(C)C 5-[5-(trifluoromethyl)pyrimidin-2-yl]-3-(trimethylsilylmethyl)triazole-4-carboxylic acid methyl ester